O=C1NC(CCC1N1C(N(C2=C1C=CC(=C2)[C@@H]2[C@H](CN(CC2)CC(=O)OC(C)(C)C)O)CC)=O)=O tert-butyl 2-((3R,4R)-4-(1-(2,6-dioxopiperidin-3-yl)-3-ethyl-2-oxo-2,3-dihydro-1H-benzo[d]imidazol-5-yl)-3-hydroxypiperidin-1-yl)acetate